4-bromopyridine-2-carboxaldehyde BrC1=CC(=NC=C1)C=O